CC1=NC=CN1CCCCCCCC methyl-3-octylimidazole